C1CCC12N(CCOC2)C[C@@H]2N(C[C@H](N(C2)C(=O)OC(C)(C)C)C)CC2=CC=CC=C2 tert-butyl (2R,5S)-5-((8-oxa-5-azaspiro[3.5]nonan-5-yl) methyl)-4-benzyl-2-methylpiperazine-1-carboxylate